C(C)(=O)C=1C=C(C=C2CCN(CC12)C(CNC(\C=C\C1=C(C=C(C=C1)C(F)(F)F)F)=O)=O)CC(=O)OC methyl 2-[8-acetyl-2-[2-[[(E)-3-[2-fluoro-4-(trifluoromethyl)phenyl]prop-2-enoyl]amino]acetyl]-3,4-dihydro-1H-isoquinolin-6-yl]acetate